BrC=1C(=C(C=CC1)C=1C(=C(C=CC1)NC(=O)C1=NN2C(C(CCC2)N2C[C@@H](CC2)O)=C1)Cl)Cl N-[3-(3-bromo-2-chloro-phenyl)-2-chloro-phenyl]-4-[(3R)-3-hydroxypyrrolidin-1-yl]-4,5,6,7-tetrahydropyrazolo[1,5-a]pyridine-2-carboxamide